chloro-4-iodobutane ClCCCCI